C(C)N(C(=O)C1CN(C(C(=C1)C=1C=CC(=C2C=CNC12)F)CO)C)CC N,N-diethyl-5-(4-fluoro-1H-indol-7-yl)-6-(hydroxymethyl)-1-methyl-1,2,3,6-tetrahydropyridine-3-carboxamide